FC1=C(C=CC(=C1F)F)CC=O 2,3,4-trifluorophenylacetaldehyde